Leucine-d6 N([C@@](C(C(C)(C)[2H])([2H])[2H])(C(=O)O)[2H])([2H])[2H]